NC1=CC=C(C=2C=CC=C(C12)S(=O)(=O)[O-])S(=O)(=O)[O-] 8-amino-1,5-naphthalenedisulfonate